FC1=CC=CC2=C1NC(=N2)C=2C=C(C=CC2)NC2=NC=C(C=N2)C=2N=NC=CC2 N-(3-(7-fluoro-1H-benzo[d]imidazol-2-yl)phenyl)-5-(pyridazin-3-yl)pyrimidin-2-amine